FC1=CC=C(C=C1)C1=C(N(C=N1)C1CCNCC1)C1=NC(=NC=C1)N 4-[5-(4-fluorophenyl)-3-piperidin-4-ylimidazol-4-yl]pyrimidin-2-amine